(tert-butoxycarbonyl)amino-n-hexane C(C)(C)(C)OC(=O)NCCCCCC